ClC=1C=C(C=CC1OCC1CC1)C1=CC(=CN=N1)C(=O)NCC=1C(=NC=CC1)N(C)C 6-[3-chloro-4-(cyclopropylmethoxy)phenyl]-N-[[2-(dimethylamino)-3-pyridinyl]methyl]pyridazine-4-carboxamide